BrC1=CC(=NC=C1)N1CCC(CC1)CCO 2-(1-(4-bromopyridin-2-yl)piperidin-4-yl)ethan-1-ol